O[C@@H]([C@@H](C(=O)[O-])NC(=O)OC(C)(C)C)C1=CC=CC=C1 (2S,3R)-3-hydroxy-2-(Boc amino)-3-phenylpropionate